7-fluoro-2,4,5,6-tetrahydro-1H-cyclobuta[f]inden-3-amine FC1=C2CCCC2=C(C2=C1CC2)N